FC(C(=O)O)(F)F.ClC1=C(C=CC=C1[C@]1(NC(N(C(C1)=O)[C@H]1C[C@H](OCC1)C)=N)C)NC(C1=CC=C(C=C1)C(F)(F)F)=O |o1:21,23| N-(2-Chloro-3-{(4S)-2-imino-4-methyl-1-[(2R*,4R*)-2-methyl-tetrahydropyran-4-yl]-6-oxo-hexahydropyrimidin-4-yl}phenyl)-4-(trifluoromethyl)benzamide trifluoroacetic acid salt